NC=1C(=CC2=C(OC(O2)(F)F)C1)C(=O)NC1=CC(=C(C=C1)F)C(F)(F)F 6-amino-2,2-difluoro-N-(4-fluoro-3-(trifluoromethyl)phenyl)benzo[d][1,3]dioxole-5-carboxamide